4-[5-(8-dimethylamino-2-oxo-8-phenyl-1,3-diazaspiro[4.5]decan-3-yl)-pyrimidin-2-yl]-benzamide CN(C1(CCC2(CN(C(N2)=O)C=2C=NC(=NC2)C2=CC=C(C(=O)N)C=C2)CC1)C1=CC=CC=C1)C